N-[2-(2,4-dichlorophenyl)cyclobutyl]-2-(trifluoromethyl)pyridine ClC1=C(C=CC(=C1)Cl)C1C(CC1)N1C(C=CC=C1)C(F)(F)F